C(#C)[C@@H]1[C@H](C1)C1=NN=C(S1)N 5-((1S,2S)-2-ethynyl-cyclopropyl)-1,3,4-thiadiazol-2-amine